N-(CYCLOPROPYLMETHYL)-2-(4-FORMYLPHENOXY)ACETAMIDE C1(CC1)CNC(COC1=CC=C(C=C1)C=O)=O